C(C1=CC=CC=C1)NC1=NC(=NN2C1=CC=C2)N2C(=CC1=C(C=CC=C21)NS(N(C)C)(=O)=O)C N-benzyl-2-{4-[(dimethylsulfamoyl)amino]-2-methyl-1H-indol-1-yl}pyrrolo[2,1-f][1,2,4]triazin-4-amine